N-methyl-N-cyclohexyl-2-amino-5-chloro-3-bromobenzyl-amine CN(C1CCCCC1)CC1=C(C(=CC(=C1)Cl)Br)N